COC1=C(C=CC(=C1)N1CCC(CC1)C(F)(F)F)NC1=CC2=C(N(C(N2C)=O)C)C=C1 5-((2-methoxy-4-(4-(trifluoromethyl)piperidin-1-yl)phenyl)amino)-1,3-dimethyl-1,3-dihydro-2H-benzo[d]imidazol-2-one